C(C)C1=C(C=CC=C1)C=1C=C2C(=NN(C2=CC1)C(C1=CC=CC=C1)(C1=CC=CC=C1)C1=CC=CC=C1)NC(=O)C1CCN(CC1)C N-[5-(2-ethylphenyl)-1-trityl-1H-indazol-3-yl]-1-methylpiperidine-4-carboxamide